FC1=C(C(=O)NCC2=CC=C(C=C2)B(O)O)C=CC=C1 [4-[[(2-fluorobenzoyl)amino]methyl]phenyl]boronic acid